FC1=C(C=C(C=C1)C1=CC(=CC=C1)S(=O)(=O)N)OC 4'-fluoro-3'-methoxy-[1,1'-biphenyl]-3-sulfonamide